CC(C)SC1=CC=CC=C1 propan-2-ylsulfanylbenzene